C[C@@H](C(C(=O)O)=O)CC |r| (+-)-3-methyl-2-oxopentanoic acid